trans-3-methoxy-cyclobutane-1-carboxylic acid CO[C@@H]1C[C@H](C1)C(=O)O